(2-(N-(4-chloro-5-methylisoxazol-3-yl)-N-(methoxymethyl)sulfamoyl)phenyl)boric acid ClC=1C(=NOC1C)N(S(=O)(=O)C1=C(C=CC=C1)OB(O)O)COC